(E)-N-(4-(dimethylamino)but-2-enoyl)-N-methylglycine CN(C/C=C/C(=O)N(CC(=O)O)C)C